7-(benzenesulfonyl)heptanoic acid C1(=CC=CC=C1)S(=O)(=O)CCCCCCC(=O)O